ClC=1C(=C(C(=C(C1)C=1C(CCNN1)C)F)C)OCC(C)=O 6-[5-chloro-2-fluoro-3-methyl-4-(2-oxopropoxy)phenyl]-5-methyl-4,5-dihydro-2H-pyridazine